FC1=CC=C2C=CC(=NC2=C1)C1=CCCCN1C(=O)OC(C)(C)C tert-butyl 6-(7-fluoroquinolin-2-yl)-3,4-dihydropyridin-1(2H)-carboxylate